C(C)(C)(C)OC(=O)N1CC=2N(CC1)C(=C(N2)C#N)N2CCN(CC2)C(C=C)=O.C(=C)C=2C(=C(C=CC2)C(=O)C(O)C2=CC=CC=C2)Cl vinyl-chlorobenzoin tert-butyl-3-(4-acryloylpiperazin-1-yl)-2-cyano-5,6-dihydroimidazo[1,2-a]pyrazine-7(8H)-carboxylate